FC(C1=CC=C(C=N1)N1CCNC2=NC=CN=C21)(F)F 4-(6-(trifluoromethyl)pyridin-3-yl)-1,2,3,4-tetrahydropyrazino[2,3-b]pyrazin